2-[(2E,6E,10E,14E,18E,22E,26E,30E,34E)-3,7,11,15,19,23,27,31,35,39-decamethyltetraconta-2,6,10,14,18,22,26,30,34,38-decaenyl]-5,6-dimethoxy-3-methylcyclohexa-2,5-diene-1,4-dione C\C(=C/CC=1C(C(=C(C(C1C)=O)OC)OC)=O)\CC\C=C(\CC\C=C(\CC\C=C(\CC\C=C(\CC\C=C(\CC\C=C(\CC\C=C(\CC\C=C(\CCC=C(C)C)/C)/C)/C)/C)/C)/C)/C)/C